O=C1NC(CCC1N1C(C2=CC=C(C=C2C1=O)N1CCC(CC1)CN1CCC(CC1)N1C(C2=CC(=C(C=C2C1)NC(=O)C=1C=NN2C1N=CC=C2)OC(C)C)=O)=O)=O N-(2-(1-((1-(2-(2,6-dioxopiperidin-3-yl)-1,3-dioxoisoindolin-5-yl)piperidin-4-yl)methyl)piperidin-4-yl)-6-isopropoxy-1-oxoisoindolin-5-yl)pyrazolo[1,5-a]pyrimidine-3-carboxamide